2-amino-3-hydroxymethyl-1,3-propanediol NC(CO)C(O)CO